(S)-N-(1-(7-Methoxy-2-methylquinolin-5-yl)cyclopropyl-2,2,3,3-d)-2-methyl-5-((1-methylazetidin-2-yl)methoxy)benzamide COC1=CC(=C2C=CC(=NC2=C1)C)C1(C(C1([2H])[2H])([2H])[2H])NC(C1=C(C=CC(=C1)OC[C@H]1N(CC1)C)C)=O